C(C=C)(=O)N1CC(CC1)C=1C=C(N2C(=NC=CC21)N)C2=C(C=C(C(=O)NC1=NC=CC=C1)C=C2)Cl 4-(5-(1-acryloylpyrrolidin-3-yl)-1-aminopyrrolo[1,2-c]pyrimidin-7-yl)-3-chloro-N-(pyridin-2-yl)benzamide